C1(CC1)C([C@@H](C(=O)NC=1C(=NN(C1)[C@H](COC)C1=C(N=NC=C1)OC)F)NC(OC(C)(C)C)=O)C1CC1 |&1:13| tert-butyl N-[(1S)-1-(dicyclopropylmethyl)-2-[[3-fluoro-1-[(1SR)-2-methoxy-1-(3-methoxypyridazin-4-yl)ethyl]pyrazol-4-yl]amino]-2-oxo-ethyl]carbamate